FC=1C=[N+](C=C(C1[N+](=O)[O-])C)[O-] 3-fluoro-5-methyl-4-nitropyridine 1-oxide